CC(CC(=O)O[C@H]1[C@H]([C@H](C=C(C1)COC(CC(C)(C)C)=O)OCC=C)OC(CC(C)(C)C)=O)(C)C (1R,2R,3S)-3-(Allyloxy)-5-(((3,3-dimethylbutanoyl)oxy)methyl)cyclohex-4-ene-1,2-diyl bis(3,3-dimethylbutanoate)